ClC1=NC(=CC=C1C(=O)O)N1N=C(C=C1)OCCC(C1CC1)C1CC1 2-chloro-6-[3-(3,3-dicyclopropylpropyloxy)pyrazol-1-yl]pyridine-3-carboxylic acid